Oleyl arachidate C(CCCCCCCCCCCCCCCCCCC)(=O)OCCCCCCCC\C=C/CCCCCCCC